C(=O)(OC(C)(C)C)N1CC2=CC(=C(C=C2CC1)C)C N-Boc-6,7-dimethyl-1,2,3,4-tetrahydroisoquinoline